1,5-Dimethyl-3-(4-(pyridin-3-yl)phenyl)-pyrazol-4-ol CN1N=C(C(=C1C)O)C1=CC=C(C=C1)C=1C=NC=CC1